tert-butyl-5'-bromo-4'-chlorospiro[cyclopentane-1,3'-pyrrolo[2,3-b]pyridin] C(C)(C)(C)C=1C2(C=3C(=NC=C(C3Cl)Br)N1)CCCC2